3'-((2-oxopiperidin-1-yl)methyl)-[1,1'-biphenyl] O=C1N(CCCC1)CC=1C=C(C=CC1)C1=CC=CC=C1